C(OC(OC(C)=O)C1=CC=C(C=C1)[N+](=O)[O-])([O-])=O 4-nitrophenyl-(acetoxy)-methyl carbonate